C(C)(=O)OC(C=CCCCCCCC)CCCCC 10-(acetoxy)-8-pentadecen